2-(2-chloro-8-isopropyl-5-oxothieno[3',2':4,5]pyrrolo[1,2-d][1,2,4]triazin-6(5H)-yl)acetic acid ethyl ester C(C)OC(CN1N=C(N2C(C1=O)=CC1=C2SC(=C1)Cl)C(C)C)=O